cyclopropyl-3-(2-(2-methylpyridin-4-yl)-1H-pyrrolo[3,2-c]pyridin-6-yl)urea C1(CC1)NC(=O)NC1=CC2=C(C=N1)C=C(N2)C2=CC(=NC=C2)C